FC(C1=NN=C(O1)C=1C=CC(=NC1)CN(S(=O)(=O)N1CCS(CC1)(=N)=O)C1=CC=CC=C1)F N-((5-(5-(difluoromethyl)-1,3,4-oxadiazol-2-yl)pyridin-2-yl)methyl)-1-imino-N-phenylthiomorpholine-4-sulfonamide 1-oxide